ClC1=CNC=2C3=C(C=CC12)CN(S(N3)(=O)=O)C3CCCCC3 7-chloro-3-cyclohexyl-1,3,4,9-tetrahydro-[1,2,6]thiadiazino[4,3-g]indole 2,2-dioxide